N-(4-Isocyanatocuban-1-yl)carbamic acid tert-butyl ester C(C)(C)(C)OC(NC12C3C4C5(C3C1C5C24)N=C=O)=O